(4-bromo-2,5-dimethoxyphenethyl)-3-methylbutanamide BrC1=CC(=C(CCC(C(=O)N)C(C)C)C=C1OC)OC